tert-butyl (2-(2-(2-((2S,3S)-1-methyl-5-oxo-2-(pyridin-3-yl) pyrrolidine-3-carboxamido)ethoxy)ethoxy)ethyl)carbamate CN1[C@@H]([C@H](CC1=O)C(=O)NCCOCCOCCNC(OC(C)(C)C)=O)C=1C=NC=CC1